C(C)OC(CC1C(CN(CC1)C(=O)OC(C)(C)C)(F)F)=O tert-butyl 4-(2-ethoxy-2-oxoethyl)-3,3-difluoropiperidine-1-carboxylate